potassium 2-hydroxypropane-1,2,3-tricarboxylate OC(CC(=O)[O-])(CC(=O)[O-])C(=O)[O-].[K+].[K+].[K+]